FC1=CC=C(C=C1)CCC=1N(C2=CC=CC=C2C1C(=O)N)CC1=CC=C(C=C1)C(NO)=O (4-fluorophenylethyl)-1-(4-(hydroxycarbamoyl)benzyl)-1H-indole-3-carboxamide